N-[(7R)-1'-[3-iodo-1-(oxetan-2-yl)-1H-pyrazolo[3,4-b]pyrazin-6-yl]-5,7-dihydrospiro[cyclopenta[c]pyridin-6,4'-piperidin]-7-yl]carbamic acid tert-butyl ester C(C)(C)(C)OC(N[C@H]1C=2C=NC=CC2CC12CCN(CC2)C2=CN=C1C(=N2)N(N=C1I)C1OCC1)=O